2-((tert-Butyldimethylsilanyloxy)ethyl)-3-methoxypyrrolidine [Si](C)(C)(C(C)(C)C)OCCC1NCCC1OC